BrC1=C2C=CC=C(C2=CC=C1)C(=O)O 5-bromo-1-naphthoic acid